pyrrolidine-2-carboxamide trifluoroacetate FC(C(=O)O)(F)F.N1C(CCC1)C(=O)N